eicosane-6,13-diol CCCCCC(CCCCCCC(CCCCCCC)O)O